FC(C=1C(=C(C=CC1)[C@@H](C)NC=1C=2C(N=C(N1)C)=C(C(N(C2)N2CCOCC2)=O)F)F)F (R)-4-((1-(3-(difluoromethyl)-2-fluorophenyl)ethyl)amino)-8-fluoro-2-methyl-6-N-morpholinylpyrido[4,3-d]pyrimidin-7(6H)-one